NC=1NC(C=2N(C(N(C2N1)[C@@H]1O[C@@H]([C@H]([C@H]1O)F)CO)=O)CC1=NN(C=C1)C)=O 2-amino-9-((2R,3S,4S,5R)-4-fluoro-3-hydroxy-5-(hydroxymethyl)tetrahydrofuran-2-yl)-7-((1-methyl-1H-pyrazol-3-yl)methyl)-7,9-dihydro-1H-purine-6,8-dione